O1CCN(CC1)C1CCC(CC1)NC1=C2C(=NC(=N1)NC=1C=NN(C1)C1CCOCC1)NN=C2C=2C=NC=CC2 N4-((1r,4r)-4-morpholinocyclohexyl)-3-(pyridin-3-yl)-N6-(1-(tetrahydro-2H-pyran-4-yl)-1H-pyrazol-4-yl)-1H-pyrazolo[3,4-d]pyrimidine-4,6-diamine